NC1=CC(=C(C(=O)OC)C=C1)COCC#C methyl 4-amino-2-((prop-2-yn-1-yloxy)methyl)benzoate